3-[3-methyl-2-oxo-4-[4-[[4-[8-oxo-6-[6-(trifluoromethyl)-2-pyridyl]pyrazolo[3,4-g]benzoxazin-2-yl]cyclohexyl]methyl]piperazin-1-yl]benzimidazol-1-yl]piperidine-2,6-dione CN1C(N(C2=C1C(=CC=C2)N2CCN(CC2)CC2CCC(CC2)N2N=C1C(C=C3C(C(CN(O3)C3=NC(=CC=C3)C(F)(F)F)=O)=C1)=C2)C2C(NC(CC2)=O)=O)=O